4-((5-chloro-4-(3-(2-oxopyridin-1(2H)-yl)phenyl)pyrimidin-2-yl)amino)-N-methylcyclohexane-1-carboxamide ClC=1C(=NC(=NC1)NC1CCC(CC1)C(=O)NC)C1=CC(=CC=C1)N1C(C=CC=C1)=O